(1S,5R)-5-((S)-5H-imidazo[5,1-a]isoindol-5-yl)-2,2-dimethylcyclopentan-1-ol C=1N=CN2C1C1=CC=CC=C1[C@@H]2[C@H]2CCC([C@H]2O)(C)C